5-(((1R,1as,6br)-1-(trifluoromethyl)-1H-benzo[d]imidazol-5-yl)oxy)-3,8-naphthyridin-2(1H)-one FC(N1C=NC2=C1C=CC(=C2)OC2=C1C=NC(CC1=NC=C2)=O)(F)F